tert-Butyl 6-chloro-3-[[(1R)-1-(3-chloro-2-ethylsulfanyl-6-methyl-4-oxo-chromen-8-yl)ethyl]amino]pyridine-2-carboxylate ClC1=CC=C(C(=N1)C(=O)OC(C)(C)C)N[C@H](C)C=1C=C(C=C2C(C(=C(OC12)SCC)Cl)=O)C